C(C)(C)(C)C=1C=C(C=C(C1O)C(C)(C)C)CCC(=O)OCC(COC(CCC1=CC(=C(C(=C1)C(C)(C)C)O)C(C)(C)C)=O)(COC(CCC1=CC(=C(C(=C1)C(C)(C)C)O)C(C)(C)C)=O)COC(CCC1=CC(=C(C(=C1)C(C)(C)C)O)C(C)(C)C)=O pentaerythritol tetrakis(3-(3,5-di-t-butyl-4-hydroxyphenyl) propionate)